1-(2-cyano-4-fluorophenyl)-N-(5-cyano-6-(2H-1,2,3-triazol-2-yl)pyridin-3-yl)-5-(trifluoromethyl)-1H-pyrazole-4-carboxamide C(#N)C1=C(C=CC(=C1)F)N1N=CC(=C1C(F)(F)F)C(=O)NC=1C=NC(=C(C1)C#N)N1N=CC=N1